NC=1C2=C(N=CN1)N(C(=C2C2=CC=C(C=C2)OC=2C=C(C=CC2)C)C#CC2CCN(CC2)C(C=C)=O)C(C)C 1-(4-((4-amino-7-isopropyl-5-(4-(m-tolyloxy)phenyl)-7H-pyrrolo[2,3-d]pyrimidin-6-yl)eth-ynyl)piperidin-1-yl)-prop-2-en-1-one